N-(2-Amino-3-fluoro-4-((4-(trifluoromethyl)benzyl)amino)phenyl)-8,9-difluorononanamid NC1=C(C=CC(=C1F)NCC1=CC=C(C=C1)C(F)(F)F)NC(CCCCCCC(CF)F)=O